(4-bromo-2,6-dimethylbenzyl)methanesulfonamide BrC1=CC(=C(CCS(=O)(=O)N)C(=C1)C)C